[N+](=O)([O-])[O-].[Rh+3].[N+](=O)([O-])[O-].[N+](=O)([O-])[O-] Rhodium Nitrate Salt